N-(6-Trifluoromethylbenzothiazol-2-yl)-4-morpholinobenzamid FC(C1=CC2=C(N=C(S2)NC(C2=CC=C(C=C2)N2CCOCC2)=O)C=C1)(F)F